benzyl (5S)-5-(methoxymethyl)-3-[[(4-methoxyphenyl)methyl]amino]-2-[[(triethylsilyl)oxy]methyl]pyrrolidine-1-carboxylate COC[C@@H]1CC(C(N1C(=O)OCC1=CC=CC=C1)CO[Si](CC)(CC)CC)NCC1=CC=C(C=C1)OC